S(=O)(=O)([O-])[O-].[Na+].[OH-].[Ba+2] barium hydroxide sodium sulfate